(piperidin-4-yl)-1H-benzo[d]imidazole dihydrochloride Cl.Cl.N1CCC(CC1)N1C=NC2=C1C=CC=C2